ClC=1C=C(C=CC1F)NC(=O)C=1C=CC=C2C1CNS2(=O)=O N-(3-chloro-4-fluorophenyl)-2,3-dihydrobenzo[d]isothiazole-4-carboxamide-1,1-dioxide